C(C=C)(=O)N1N=C(C=C1)C#CCN(C(=O)[C@H]1N(C[C@H](C1)O)C1=NC(=CC(=C1C#N)C(F)(F)F)C)C1=CC=C(C=C1)F (2S,4S)-N-(3-(1-propenoyl-1H-pyrazol-3-yl)prop-2-yn-1-yl)-1-(3-cyano-6-methyl-4-(trifluoromethyl)pyridin-2-yl)-N-(4-fluorophenyl)-4-hydroxypyrrolidine-2-carboxamide